benzothiophene-2-yl-boric acid S1C(=CC2=C1C=CC=C2)OB(O)O